1-methylpropyl (3-chlorophenyl)carbamate ClC=1C=C(C=CC1)NC(OC(CC)C)=O